FC1=C(C=CC(=C1)OC1=NC=CC=C1F)C1=NOC(=N1)CC(C(=O)O)=C 2-((3-(2-fluoro-4-((3-fluoropyridin-2-yl)oxy)phenyl)-1,2,4-oxadiazol-5-yl)methyl)acrylic acid